CNC1=CC(=NC=C1C=1SC(=NN1)C1CC(C1)N)C1=CC=C2N1N=CC(=C2)C#N 7-[4-(methylamino)-5-{5-[(1r,3r)-3-aminocyclobutyl]-1,3,4-thiadiazol-2-yl}pyridin-2-yl]pyrrolo[1,2-b]pyridazine-3-carbonitrile